C1(CC1)COCCC=O 3-(CYCLOPROPYLMETHOXY)PROPANAL